C(C1=CC=CC=C1)OC(=O)NC=1C=C(C=CC1)C1=C(C2=C(C(=N1)C=1C=C3CCN(CC3=CC1)C(=O)OC(C)(C)C)C=CS2)C2=C(C=C(C=C2)F)OCCOC tert-butyl 6-[6-[3-(benzyloxycarbonylamino)phenyl]-7-[4-fluoro-2-(2-methoxyethoxy)phenyl]thieno[3,2-c]pyridin-4-yl]-3,4-dihydro-1H-isoquinoline-2-carboxylate